COC=1C=[N+](C=C(C1C1=CC=C(C=C1)NC([C@H](C(C1=CC=CC=C1)C1=CC=CC=C1)NC(=O)C1=CC=NN1C)=O)OC)[O-] (S)-3,5-dimethoxy-4-(4-(2-(1-methyl-1H-pyrazole-5-carboxamido)-3,3-diphenylpropionylamino)phenyl)pyridine 1-oxide